N-(2-(methyl(naphthalen-2-ylmethyl)amino)ethyl)-1H-indol-2-carboxamide CN(CCNC(=O)C=1NC2=CC=CC=C2C1)CC1=CC2=CC=CC=C2C=C1